1-aza-1,3-butadi-ene N=CC=C